γ-methacryloxypropyltributoxysilane C(C(=C)C)(=O)OCCC[Si](OCCCC)(OCCCC)OCCCC